COC(CC1=NN(C=C1C=O)C=1C=NC(=CC1)Cl)=O 1-(6-Chloropyridin-3-yl)-4-formyl-1H-pyrazole-3-acetic acid methyl ester